[O].[In].[Zr].[La].[Li] lithium lanthanum zirconium indium oxygen